C(C1=CC=CC=C1)(C1=CC=CC=C1)N(C=1N(C(C(=C(N1)C(=O)NC1=CC(=CC(=C1)F)F)O)=O)C)C 2-(benzhydryl(methyl)amino)-N-(3,5-difluorophenyl)-5-hydroxy-1-methyl-6-oxo-1,6-dihydropyrimidine-4-carboxamide